terpinenyl phosphate P(=O)(O)(O)O.C12=C(C(CC(C1(C)C)C2)C2(C(=C1C(C(C2)C1)(C)C)C)C1C(=C2C(C(C1)C2)(C)C)C)C